C(#N)C1(CCN(CC1)C(=O)OC(C)(C)C)C tert-Butyl 4-cyano-4-methyl-piperidine-1-carboxylate